FC(C=1C(=CNC(C1)=O)C(=O)NC1=C(C=C(C(=C1)C=1CCN(CC1)C1=NC=NC(=C1)OC)F)N1C[C@H](N([C@H](C1)C)C)C)F 4-(difluoromethyl)-N-[4-fluoro-5-[1-(6-methoxypyrimidin-4-yl)-3,6-dihydro-2H-pyridin-4-yl]-2-[(3R,5S)-3,4,5-trimethylpiperazin-1-yl]phenyl]-6-oxo-1H-pyridine-3-carboxamide